5-chloro-1'-(2-{[6-(1-hydroxycyclopropyl)-5-(trifluoromethyl)pyridin-3-yl]oxy}ethyl)-1,2-dihydrospiro[indole-3,4'-piperidin]-2-one ClC=1C=C2C(=CC1)NC(C21CCN(CC1)CCOC=1C=NC(=C(C1)C(F)(F)F)C1(CC1)O)=O